The molecule is an organic sodium salt that is the monosodium salt of globostellatic acid C. Isolated from the marine sponge Stelletta globostellata, it exhibits cytotoxicity against P-388 murine leukemia cells. It has a role as a metabolite and an antineoplastic agent. It contains a globostellatate C(1-). C/C(=C\\C=C\\C(=C\\1/C(=O)C[C@@H]2[C@@]1(CC[C@@H]3[C@@]2(CC[C@H]([C@]3(C)C(=O)[O-])OC(=O)C)C)C)\\C)/C=C/C(C(C)(C)O)OC.[Na+]